O=C(CC(CC1=C(C=C(C(=C1)F)F)F)=O)N1CC=2N(CC1)C(=NN2)C(F)(F)F 4-oxo-4-[3-(trifluoromethyl)-5,6-dihydro-[1,2,4]triazolo[4,3-a]pyrazin-7(8h)-yl]-1-(2,4,5-trifluorophenyl)butan-2-one